(S)-5-([1,1'-biphenyl]-4-yl)dihydrofuran-2(3H)-one C1(=CC=C(C=C1)[C@@H]1CCC(O1)=O)C1=CC=CC=C1